NC1=NC(=NC=C1C(=O)O)N1CCN(CC1)C=1N=CC2=C(N1)CCN(C2)C(=O)OC(C)(C)C 4-amino-2-(4-(6-(tert-butoxycarbonyl)-5,6,7,8-tetrahydropyrido[4,3-d]pyrimidin-2-yl)piperazin-1-yl)pyrimidine-5-carboxylic acid